CS=1(C=2C=CC(=CC2CCN1)C(=O)O)=O 2-methyl-2-oxo-2-thia-3-azabicyclo[4.4.0]decane-1(6),2,7,9-tetraene-8-carboxylic acid